NC1=C(C=2C=NC(=C(C2N1C1=C(C(=CC=C1C)OC)C)F)Cl)C#N 2-amino-6-chloro-7-fluoro-1-(3-methoxy-2,6-dimethyl-phenyl)pyrrolo[3,2-c]pyridine-3-carbonitrile